2,4-difluoro-5-[2-fluoro-5-[[4-fluoro-2-(trifluoromethyl)benzoyl]amino]-4-[rac-(3R,5S)-3,4,5-trimethylpiperazin-1-yl]phenyl]benzamide FC1=C(C(=O)N)C=C(C(=C1)F)C1=C(C=C(C(=C1)NC(C1=C(C=C(C=C1)F)C(F)(F)F)=O)N1C[C@H](N([C@H](C1)C)C)C)F |r|